COC1=CC2=C(N=CO2)C=C1 6-methoxybenzoxazolin